[O].C(C)(C)(C)NC(C)(C)C N,N-di-tert-butyl-amine oxygen